BrC1=CC=C(C(=N1)[C@](C)([C@H]([C@H](C(F)(F)F)O[Si](C)(C)C)F)N[S@](=O)C(C)(C)C)F (R)-N-((2R,3R,4R)-2-(6-bromo-3-fluoropyridin-2-yl)-3,5,5,5-tetrafluoro-4-(trimethylsilyloxy)pentan-2-yl)-2-methylpropane-2-sulfinamide